propane-2-sulfinamide formate C(=O)O.CC(C)S(=O)N